C12(CC3CC(CC(C1)C3)C2)P(C2=CC=NN2C=2C(=NN(C2C2=CC=CC=C2)C2=CC=CC=C2)C2=CC=CC=C2)C23CC1CC(CC(C2)C1)C3 4-{5-[bis(adamantan-1-yl)phosphanyl]-1H-pyrazol-1-yl}-1,3,5-triphenyl-1H-pyrazole